(5-(diphenylamino)-2-(methylsulfinyl)phenyl)boronic acid C1(=CC=CC=C1)N(C=1C=CC(=C(C1)B(O)O)S(=O)C)C1=CC=CC=C1